CC(C)C1=CC(C=2C=CC=3N(C2N1)C=C(N3)C=3OC=NN3)=O 2-(1-methylethyl)-8-(1,3,4-oxadiazol-2-yl)imidazo[1,2-a]-1,8-naphthyridin-4(1H)-one